3-(2-chloro-3-phenylanilino)-6-chlorobenzoisothiazole ClC1=C(NC2=NSC3=C2C=CC(=C3)Cl)C=CC=C1C1=CC=CC=C1